N1(C=NC=C1)C=1C=CC(=C(C1)O)C1=NC=C(N=C1)C(=C)C1CC(NC(C1)(C)C)(C)C 5-(1H-imidazol-1-yl)-2-(5-(1-(2,2,6,6-tetramethylpiperidin-4-yl)vinyl)pyrazin-2-yl)phenol